Cl.O=C1NCC[C@H]1C[C@H](N)C(=O)N 3-((3S)-2-oxo-pyrrolidine-3-yl)-L-alaninamide hydrochloride